(R)-1-((6,7-dihydro-[1,4]dioxino[2',3':4,5]benzo[1,2-d]thiazol-2-yl)amino)-1-oxopropan-2-yl 2-nitrobenzenesulfonate [N+](=O)([O-])C1=C(C=CC=C1)S(=O)(=O)O[C@@H](C(=O)NC=1SC2=C(N1)C=C1C(=C2)OCCO1)C